5,6,11,12-tetraphenyl-tetracene C1(=CC=CC=C1)C1=C2C=CC=CC2=C(C2=C(C3=CC=CC=C3C(=C12)C1=CC=CC=C1)C1=CC=CC=C1)C1=CC=CC=C1